3-(4-fluorophenylmethyl)-N-(2-(pyrrolidin-1-yl)ethyl)-6-(trifluoromethyl)pyridin-2-amine FC1=CC=C(C=C1)CC=1C(=NC(=CC1)C(F)(F)F)NCCN1CCCC1